1-(1H-Indazol-5-yl)-6-(trifluoromethyl)-1H-pyrrolo[2,3-b]pyridin N1N=CC2=CC(=CC=C12)N1C=CC=2C1=NC(=CC2)C(F)(F)F